ethyl 3-(2-(dimethylamino)ethoxy)propanoate CN(CCOCCC(=O)OCC)C